CC1C(=NC=2N=C(N=C(C21)C)NC2=NC=C(C=C2)N2CCC(CC2)C2CCNCC2)C(=O)N dimethyl-2-[[5-[4-(4-piperidyl)-1-piperidyl]-2-pyridyl]amino]pyrrolo[2,3-d]pyrimidine-6-carboxamide